CC1(C(CC2=CC=CC=C12)NC1=CC=C(C=N1)[C@@H](C(F)(F)F)N(C(=O)C1(CCC1)N(C)C)C)C N-((1S)-1-(6-((1,1-Dimethyl-2,3-dihydro-1H-inden-2-yl)amino)pyridin-3-yl)-2,2,2-trifluoroethyl)-3-trans-(dimethylamino)-N-methylcyclobutane-1-carboxamide